ClC=1C2=CN(N=C2C=CC1C1=CNC2=NC(=C(N=C21)COCC[Si](C)(C)C)N2C1CC(CC2CC1)NC(OC(C)(C)C)=O)C tert-Butyl N-[endo-8-[7-(4-chloro-2-methyl-2H-indazol-5-yl)-2-{[2-(trimethylsilyl)ethoxy]methyl}-5H-pyrrolo[2,3-b]pyrazin-3-yl]-8-azabicyclo[3.2.1]octan-3-yl]carbamate